n-butylphosphonium iodid [I-].C(CCC)[PH3+]